CN1C(N(CCC1=O)C1=CN=C2N1C=CC=C2C#CC2CCNCC2)=O 3-methyl-1-(8-(piperidin-4-ylethynyl)imidazo[1,2-a]pyridin-3-yl)dihydropyrimidine-2,4(1H,3H)-dione